15-hydroxyeicosatetraenoic acid (hydroxyicosatetraenoate) OC(C(=O)O)=CC=CC=CC=CCCCCCCCCCCC.OC(CCCCCC=CC=CC=CC=CC(=O)O)CCCCC